C1(CCCCC1)C1=C(C=C(CO\N=C(/C)\C2=CC(=C(CN3CC(C3)C(=O)O)C=C2)CC)C=C1)C(F)(F)F 1-[4-[1-((E)-4-cyclohexyl-3-trifluoromethyl-benzyloxyimino)-ethyl]-2-ethyl-benzyl]-azetidine-3-carboxylic acid